N1(CCCCC1)C1CCN(CC1)C1=C(C=NC2=CC=C(C=C12)OC(F)(F)F)S(=O)(=O)C1=CC=C(C=C1)CC 4-([1,4'-bipiperidin]-1'-yl)-3-((4-ethylphenyl)sulfonyl)-6-(trifluoromethoxy)quinoline